FC=1C(=NC(=NC1)NC1=CC=C(C=N1)N1CCNCCC1=O)C1=CC=2N(C=C1)N=CC2C(C)C 4-[6-[[5-fluoro-4-(3-isopropylpyrazolo[1,5-a]pyridin-5-yl)pyrimidin-2-yl]amino]-3-pyridyl]-1,4-diazepan-5-one